8-fluoro-2-nitroquinoline FC=1C=CC=C2C=CC(=NC12)[N+](=O)[O-]